N-((6-chloropyridin-3-yl)methyl)-3,4,5-trifluoroaniline ClC1=CC=C(C=N1)CNC1=CC(=C(C(=C1)F)F)F